(E)-3-((10-(5-carboxy-2-methylphenyl)-7-(dimethylamino)-5,5-dimethyldibenzo[b,e]silin-3(5H)-ylidene) (methyl)ammonio)propane-1-sulfonate C(=O)(O)C=1C=CC(=C(C1)C1=C2C([Si](C3=C1C=CC(=C3)N(C)C)(C)C)=C\C(\C=C2)=[N+](\CCCS(=O)(=O)[O-])/C)C